FC1=C([C@@](C2=CC=C(C=C2)F)(O)CN2N=CN=C2)C=CC=C1 |r| (RS)-2,4'-difluoro-α-(1H-1,2,4-triazol-1-ylmethyl)benzhydrol